5-Fluoro-7-{2-methyl-8-[3-(1H-pyrazol-1-yl)propoxy]imidazo[1,2-b]pyridazin-6-yl}-3-(piperidin-4-yl)cinnoline tri-hydrochloride Cl.Cl.Cl.FC1=C2C=C(N=NC2=CC(=C1)C=1C=C(C=2N(N1)C=C(N2)C)OCCCN2N=CC=C2)C2CCNCC2